2-((2-acetyl-6-methoxypyrazolo[1,5-a]pyridin-4-yl)oxy)-N-(cyclopropylmethyl)acetamide C(C)(=O)C1=NN2C(C(=CC(=C2)OC)OCC(=O)NCC2CC2)=C1